FC1=CC(=C(C(=O)NC2=C(C=C(C(=C2)C=2C=NC(=NC2)N2CCNCC2)F)N2C[C@H](N(CC2)C)C)C=C1)C(F)(F)F 4-fluoro-N-[4-fluoro-5-(2-piperazin-1-ylpyrimidin-5-yl)-2-[(3R)-3,4-dimethylpiperazin-1-yl]phenyl]-2-(trifluoromethyl)benzamide